C[Si](OCC1OCCCC1)(C)C trimethyl-[(tetrahydropyran-2-yl)methoxy]-silane